1-[6-(azetidin-3-yl)-1-methylindazol-3-yl]-1,3-diazinane-2,4-dione N1CC(C1)C1=CC=C2C(=NN(C2=C1)C)N1C(NC(CC1)=O)=O